1-(bromomethyl)-2-chloro-4-methylbenzene BrCC1=C(C=C(C=C1)C)Cl